6-hydroxy-6-methyl-1,4-diazacycloheptane-1-carboxylic acid tert-butyl ester C(C)(C)(C)OC(=O)N1CCNCC(C1)(C)O